FC=1C=NC(=NC1)[C@]12CC[C@@H](C[C@@H]2C1)OCOC(=O)N1CCCC1C ((((1s,3s,6r)-6-(5-fluoropyrimidin-2-yl) bicyclo[4.1.0]hept-3-yl) oxy) methyl)-5-methylpyrrolidine-1-carboxylate